C(#N)C=1C(=NN2C1NC1=C(CC2)C=C(C=C1)N1CCN(CC1)C(=O)OC(C)(C)C)C1=CC=C(C=C1)CNC(C1=C(C=CC=C1)OC)=O tert-butyl 4-(3-cyano-2-(4-((2-methoxybenzamido)methyl)phenyl)-9,10-dihydro-4H-benzo[d]pyrazolo[1,5-a][1,3]diazepin-7-yl)piperazine-1-carboxylate